C1(CCCC1)N1N=CC=2C(=CC(=CC12)C1=NC=C(C=C1)C=O)C(=O)NCC=1C(NC(=CC1C)C)=O 1-cyclopentyl-N-((4,6-dimethyl-2-oxo-1,2-dihydropyridin-3-yl)methyl)-6-(5-formylpyridin-2-yl)-1H-indazole-4-carboxamide